FC(=C1CCN(CC1)C1=C(C(=O)NC2=CC=C3C(=N2)N(N=C3)CCC(F)(F)F)C=CC(=C1)I)F 2-(4-(difluoromethylene)piperidin-1-yl)-4-iodo-N-(1-(3,3,3-trifluoropropyl)-1H-pyrazolo[3,4-b]pyridin-6-yl)benzamide